CN(C)CCC1OCOC1 4-dimethylaminoethyl-[1,3]-dioxolane